N1CCC(CC1)NC1=NC=C(C(=N1)O[C@@H]1COCC1)C(F)(F)F (S)-N-(piperidin-4-yl)-4-((tetrahydrofuran-3-yl)oxy)-5-(trifluoromethyl)pyrimidin-2-amine